N-((S)-(7-((R)-Cyclopropyl(4,4,4-trifluorobutanamido)methyl)imidazo[1,2-b]pyridazin-2-yl)(4,4-difluorocyclohexyl)methyl)-3,5-dimethylisoxazole-4-carboxamide C1(CC1)[C@H](C1=CC=2N(N=C1)C=C(N2)[C@@H](NC(=O)C=2C(=NOC2C)C)C2CCC(CC2)(F)F)NC(CCC(F)(F)F)=O